CC(C)C1=NC=CC=C1 (propan-2-yl)pyridin